tert-butyl 2-(1-(4-chlorophenyl)cyclopropane-1-carboxamido)-9-azabicyclo[4.2.1]nonane-9-carboxylate ClC1=CC=C(C=C1)C1(CC1)C(=O)NC1C2CCC(CCC1)N2C(=O)OC(C)(C)C